COC1N=C(OC1)C(C)(C)C 4-methoxy-tert-butyl-oxazoline